C12[C@@H](CC(CC1)O2)NC(=O)C=2N=NC(=CC2)OCC=2C(=NOC2C)C=2C=NC(=CC2)C N-((2R)-7-Oxabicyclo[2.2.1]heptan-2-yl)-6-((5-methyl-3-(6-methylpyridin-3-yl)isoxazol-4-yl)methoxy)pyridazin-3-carboxamid